N2,N6-bis(3-aminopropyl)-N4-[4-(dimethylamino)butyl]pyridine-2,4,6-tricarboxamide NCCCNC(=O)C1=NC(=CC(=C1)C(=O)NCCCCN(C)C)C(=O)NCCCN